C1=C(C=CC=2C3=CC=CC=C3C3(C12)C1=CC=CC=C1C=1C=CC=CC13)OB(O)O 9,9'-spirobifluorene-2-ylboric acid